O=C(/C=C/C=1C=C(C(=O)O)C=CC1)C1=CC(=C(C(=C1)OC)OC)OC (E)-3-(3-oxo-3-(3,4,5-trimethoxyphenyl)prop-1-en-1-yl)benzoic acid